C(C=C)(=O)N1CCN(CC1)C1=CC(=C(C=C1)C=1C=2N(C=C(C1)C=1C=NN(C1)C)N=CC2C#N)OC 4-(4-(4-Acryloylpiperazin-1-yl)-2-methoxyphenyl)-6-(1-methyl-1H-pyrazol-4-yl)pyrazolo[1,5-a]pyridine-3-carbonitrile